C1(=CC=CC=C1)S(=O)(=O)ON=C1C(=CC(C(=C1)C(C)C)=O)C [(2-methyl-4-oxo-5-propan-2-ylcyclohexa-2,5-dien-1-ylidene)amino] benzenesulfonate